5-[(3-amino-2,6-difluorophenyl)methoxy]-1-[[2-(trimethylsilyl)ethoxy]methyl]pyrazolo[3,4-b]pyridine-3-carbonitrile NC=1C(=C(C(=CC1)F)COC=1C=C2C(=NC1)N(N=C2C#N)COCC[Si](C)(C)C)F